6-(2-{5-[(1R,4R,7R)-7-amino-2-azabicyclo[2.2.1]heptane-2-carbonyl]-7-methoxy-1-methyl-1H-1,3-benzodiazol-2-yl}-1-(cyclopropylmethyl)-1H-indol-7-yl)-1,2-dihydroquinolin-2-one N[C@H]1[C@@H]2N(C[C@H]1CC2)C(=O)C2=CC1=C(N(C(=N1)C=1N(C3=C(C=CC=C3C1)C=1C=C3C=CC(NC3=CC1)=O)CC1CC1)C)C(=C2)OC